N(=[N+]=[N-])C1=CC=C(C=C1)N1C2=CC=CC=C2C=2C=CC=CC12 9-(4-azidophenyl)-9H-carbazole